N-(2-(difluoromethoxy)-6-methylpyridin-3-yl)-3-hydroxy-1-(3-isopropylpyridin-2-yl)cyclobutane-1-carboxamide FC(OC1=NC(=CC=C1NC(=O)C1(CC(C1)O)C1=NC=CC=C1C(C)C)C)F